9,9-dimethyl-2-(1,2-oxazole-3-carbonyl)-8-oxo-2-azaspiro[4.5]dec-6-ene-7-carbonitrile CC1(C(C(=CC2(CCN(C2)C(=O)C2=NOC=C2)C1)C#N)=O)C